N-(5-chloro-2-((4-fluorobenzyl)oxy)benzyl)-1-(piperidin-4-yl)methanamine ClC=1C=CC(=C(CNCC2CCNCC2)C1)OCC1=CC=C(C=C1)F